ClC=1C=C(C=CC1F)C=1N=C(NC1C=1C=CC=2N(C1)C(=CN2)C#N)CCN2CCOCC2 6-(4-(3-chloro-4-fluorophenyl)-2-(2-morpholinoethyl)-1H-imidazol-5-yl)imidazo[1,2-a]pyridine-3-carbonitrile